N-[(1S)-1-[(1R)-6-(5-cyclopropylpyridazin-3-yl)indan-1-yl]-2-[4-(3,5-dimethyl-1H-pyrazol-4-yl)anilino]-2-oxo-ethyl]-1-fluoro-cyclopropanecarboxamide C1(CC1)C=1C=C(N=NC1)C1=CC=C2CC[C@H](C2=C1)[C@@H](C(=O)NC1=CC=C(C=C1)C=1C(=NNC1C)C)NC(=O)C1(CC1)F